β-Linalool CC(=CCCC(C)(C=C)O)C